N(=[N+]=[N-])CCOCCOCCOCCOCCOCCOCCOCCOCCOCCOCCOCCNC(CC[C@@H](C(=O)O)NC(CCCCCCCCCOC1=CC=C(C=C1)C(=O)O)=O)=O (S)-1-azido-40-(10-(4-carboxyphenoxy)decanamido)-37-oxo-3,6,9,12,15,18,21,24,27,30,33-undecaoxa-36-azahentetracontan-41-oic acid